C(CCCCCC)OP([S-])(=S)OCCCCCCC diheptoxy-sulfanylidene-sulfido-λ5-phosphane